CC=1OC(CC1C(=O)NC1=CC=C(C=C1)C)C 2,5-dimethyl-N-(4-methyl-phenyl)-4,5-dihydrofuran-3-formamide